(S)-4-(2'-acryloyl-2',3'-dihydro-1'H-spiro[cyclopropane-1,4'-isoquinoline]-5'-yl)-3-chloro-5-fluoro-2-methyl-1H-indole-7-carboxamide C(C=C)(=O)N1CC2=CC=CC(=C2C2(C1)CC2)C2=C1C(=C(NC1=C(C=C2F)C(=O)N)C)Cl